2-(2,4-Diaminophenyl)-2-[4-[(E)-3-oxo-3-phenylprop-1-enyl]phenyl]hexanedioic acid NC1=C(C=CC(=C1)N)C(C(=O)O)(CCCC(=O)O)C1=CC=C(C=C1)\C=C\C(C1=CC=CC=C1)=O